Di-tert-butyl (S)-5-(2-(4-(5-chloro-2-(1H-tetrazol-1-yl) phenyl)-2,3-dioxopiperazin-1-yl)-3-(4-(piperidine-1-carboxamido) phenyl) propionamido)-1H-indole-1,2-dicarboxylate ClC=1C=CC(=C(C1)N1C(C(N(CC1)[C@H](C(=O)NC=1C=C2C=C(N(C2=CC1)C(=O)OC(C)(C)C)C(=O)OC(C)(C)C)CC1=CC=C(C=C1)NC(=O)N1CCCCC1)=O)=O)N1N=NN=C1